FC(C(=O)[O-])(F)F.CC1=NOC(=C1C=1C=C(CN2CC3(C2)CC(C3)[NH3+])C=C(C1)O)C 2-(3-(3,5-dimethylisoxazol-4-yl)-5-hydroxybenzyl)-2-azaspiro[3.3]heptan-6-aminium trifluoroacetate